monomethyl-isobutyl-aluminum C[Al]CC(C)C